tert-butyl (R)-(1-(6-(3-cyanooxetan-3-yl)pyridin-3-yl)piperidin-3-yl)carbamate C(#N)C1(COC1)C1=CC=C(C=N1)N1C[C@@H](CCC1)NC(OC(C)(C)C)=O